3-(1H-imidazol-1-yl)-N-(4-methylpiperidin-3-yl)benzamide dihydrochloride Cl.Cl.N1(C=NC=C1)C=1C=C(C(=O)NC2CNCCC2C)C=CC1